tert-butyl (1R,5R)-3-(5-(benzyloxy)-2-methylbenzofuran-3-carboxamido)-9-azabicyclo[3.3.1]-nonane-9-carboxylate C(C1=CC=CC=C1)OC=1C=CC2=C(C(=C(O2)C)C(=O)NC2C[C@H]3CCC[C@H](C2)N3C(=O)OC(C)(C)C)C1